N-(2-(cyclopropanesulfonimidoyl)pyridin-4-yl)-3-cyclopropyl-1-((3,3-difluoro-1-methylcyclobutyl)methyl)-4-(trifluoromethyl)-1H-pyrazole-5-carboxamide C1(CC1)S(=O)(=N)C1=NC=CC(=C1)NC(=O)C1=C(C(=NN1CC1(CC(C1)(F)F)C)C1CC1)C(F)(F)F